butyl 2-(2-bromo-6-chloropyridin-4-yl)-6-(difluoromethyl)morpholine-4-carboxylate BrC1=NC(=CC(=C1)C1CN(CC(O1)C(F)F)C(=O)OCCCC)Cl